O1[C-]=CCC1 oxolinide